ClC1=C(C=C2C(=CNC2=C1)C(=O)O)C=1C(=NC(=CC1)N1C[C@H]2[C@H](C1)COC2)OC 6-chloro-5-(2-methoxy-6-((3aR,6aR)-tetrahydro-1H-furo[3,4-c]pyrrol-5(3H)-yl)pyridine-3-yl)-1H-indole-3-carboxylic acid